CN(CCOP(O)(O)=O)C 2-dimethylaminoethyl-phosphoric acid